ClP1O[C@@H]([C@H]2N1CCC2)CC2=CC=C(C=C2)OC (3R,3aS)-1-chloro-3-[(4-methoxyphenyl)methyl]tetrahydro-1H,3H-pyrrolo[1,2-c][1,3,2]oxazaphosphole